C(C)(C)(C)C1=CC(=NS1)NC1=CC=C(C(=N1)C(=O)N1[C@H](CCC(C1)(F)F)CNC(C)=O)C (R)-N-((1-(6-((5-(tert-butyl)isothiazol-3-yl)amino)-3-methylpyridine-2-carbonyl)-5,5-difluoropiperidin-2-yl)methyl)acetamide